benzyl 2,3-dimethylcyclopropylcarboxylate CC1C(C1C)C(=O)OCC1=CC=CC=C1